4-chloro-2-(1-methyl-1H-pyrazol-4-yl)-1-((2-(trimethylsilyl)ethoxy)methyl)-1H-pyrrole ClC=1C=C(N(C1)COCC[Si](C)(C)C)C=1C=NN(C1)C